2-((1r,2s)-1-(2-cyano-5-fluorophenyl)-1-phenylpropan-2-yl)-5-hydroxy-N-(isoxazol-4-yl)-1-methyl-6-oxo-1,6-dihydropyrimidine-4-carboxamide C(#N)C1=C(C=C(C=C1)F)[C@H]([C@H](C)C=1N(C(C(=C(N1)C(=O)NC=1C=NOC1)O)=O)C)C1=CC=CC=C1